7-[4-(dimethylamino)piperidin-1-yl]-2-(6-methylpyrazolo[1,5-a]pyrazin-2-yl)-4H-pyrido[1,2-a]pyrimidin-4-one CN(C1CCN(CC1)C=1C=CC=2N(C(C=C(N2)C2=NN3C(C=NC(=C3)C)=C2)=O)C1)C